N5-((1R,3s,5S)-9-azabicyclo[3.3.1]nonan-3-yl)-N7-(5-methyl-1H-pyrazol-3-yl)-1,6-naphthyridine-5,7-diamine 2HCl Cl.Cl.[C@H]12CC(C[C@H](CCC1)N2)NC=2C=1C=CC=NC1C=C(N2)NC2=NNC(=C2)C